(tert-butyl 2-((1-(3,4-dihydroxy-5-(hydroxymethyl) tetrahydrofuran-2-yl)-2-oxo-1,2-dihydropyrimidin-4-yl) amino)-1-(1H-indol-3-yl)-2-oxo-ethyl) carbamate C(N)(OC(C(=O)NC1=NC(N(C=C1)C1OC(C(C1O)O)CO)=O)(C1=CNC2=CC=CC=C12)C(C)(C)C)=O